methoxymethyl-3-bromo-4-hydroxy-2-(methoxymethoxy)-5,6-dimethylbenzoate COCOC(C1=C(C(=C(C(=C1C)C)O)Br)OCOC)=O